ferrous (ethyl-phosphinate) C(C)P([O-])=O.[Fe+2].C(C)P([O-])=O